C(C1=CC=CC=C1)C1=NN=C(C2=CC(=C(C=C12)Cl)Cl)N1CCN(CC1)C(=O)OCCCC butyl 4-(4-benzyl-6,7-dichlorophthalazin-1-yl)piperazine-1-carboxylate